ClC1=CC=C(C=C1)CS(=O)(=O)NC1=CC=C(C=C1)NC(=O)NCC=1C=NNC1 C-(4-Chloro-phenyl)-N-{4-[3-(1H-pyrazol-4-ylmethyl)-ureido]-phenyl}-methanesulfonamide